C1=CC=C(C=C1)C(=O)N[C@H](CCCN=C(N)N)C(=O)O The molecule is a member of the class of N-benzoyl-D-arginines that is D-arginine in which one of the hydrogens of attached to the alpha-amino group has been replaced by a benzoyl group. It is a member of benzamides and a member of N-benzoyl-D-arginines. It is an enantiomer of a N-benzoyl-L-arginine. It is a tautomer of a N-benzoyl-D-arginine zwitterion.